4-((1-(3-(1,1-difluoro-2,3-dihydroxy-2-methylpropyl)-2-fluorophenyl)ethyl)amino)-2,6,8,8-tetramethyl-6H-[1,4]oxazino[3,2-g]quinazolin-7(8H)-one FC(C(CO)(C)O)(F)C=1C(=C(C=CC1)C(C)NC1=NC(=NC2=CC3=C(C=C12)N(C(C(O3)(C)C)=O)C)C)F